[Si](C)(C)(C(C)(C)C)O[C@@H]1CN(CCC1)C1=CC=C(C=N1)C=1SC=2C(NCCC2N1)=O (S)-2-(6-(3-((tert-butyldimethylsilyl)oxy)piperidin-1-yl)pyridin-3-yl)-6,7-dihydrothiazolo[5,4-c]pyridin-4(5H)-one